2-(5-bromo-1H-indole-3-yl)-N'-methylenethiazole-4-carbohydrazide BrC=1C=C2C(=CNC2=CC1)C=1SC=C(N1)C(=O)NN=C